[Cl-].C(=O)(O)CCCC[S+](CCCCCCCCCCCCCCCC)CCCC (4-carboxybutyl)-butyl-hexadecyl-sulfonium chloride salt